(R)-((trans-3-(tert-butyldimethylsilyloxy)cyclobutyl)(6-(1-(6-((tert-butyldimethylsilyloxy)methyl)pyridin-2-yl)-1H-indazol-6-yl)pyridin-2-yl)methyl)-2-methylpropane-2-sulfinamide [Si](C)(C)(C(C)(C)C)O[C@@H]1C[C@H](C1)C(C1=NC(=CC=C1)C1=CC=C2C=NN(C2=C1)C1=NC(=CC=C1)CO[Si](C)(C)C(C)(C)C)CC(C)([S@@](=O)N)C